1-butyl-2,3-dimethyl-4-ethyl-5-methylimidazole tetraborate B(O)(O)O.B(O)(O)O.B(O)(O)O.B(O)(O)O.C(CCC)N1C(N(C(=C1C)CC)C)C